Isopropyl-2-O-p-methoxybenzyl-3,4-di-O-benzyl-6-levulinyl-alpha-D-galactopyranose C(C)(C)[C@@]1(O)[C@H](OCC2=CC=C(C=C2)OC)[C@@H](OCC2=CC=CC=C2)[C@@H](OCC2=CC=CC=C2)[C@H](O1)C(O)C(CCC(=O)C)=O